3-isocyanato-3,4-dihydro-2h-1-benzopyran N(=C=O)C1COC2=C(C1)C=CC=C2